C/C(=C\CCO)/C(=O)OC 2-hydroxyethyl Methyl methacrylate